C(C)(C)N1C=NC=2C(=NC(=CC21)C)NC2CCNCC2 1-isopropyl-6-methyl-N-(piperidin-4-yl)-1H-imidazo[4,5-c]pyridin-4-amine